2,2,2-trifluoro-1-(2-(4-fluorophenyl)-5-methylpiperazin-1-yl)ethanone FC(C(=O)N1C(CNC(C1)C)C1=CC=C(C=C1)F)(F)F